BrC=1C=C(C=CC1F)N1C(=NOC1=O)CC1=C(C=CC=C1)C=1C=C(C=CC1)NC(=O)NC1=NC=CC=N1 1-[3-[[4-(3-bromo-4-fluorophenyl)-5-oxo-4,5-dihydro-1,2,4-oxadiazol-3-yl]methylphenyl]phenyl]-3-pyrimidinylurea